1-((3,3-difluoro-1-methylcyclobutyl)methyl)-N-(3-((difluoromethyl)thio)phenyl)-3-(1-fluorocyclopropyl)-4-(trifluoromethyl)-1H-pyrazole-5-carboxamide FC1(CC(C1)(C)CN1N=C(C(=C1C(=O)NC1=CC(=CC=C1)SC(F)F)C(F)(F)F)C1(CC1)F)F